[Mn].N(=O)N(O)C1=CC=CC=C1 N-nitrosophenylhydroxylamine manganese salt